FC=1C=C(C=C(C(=O)OCCC)C#N)C=CC1 n-propyl 3-fluoro-α-cyanocinnamate